ClC1=CC=2C3=C(C=NC2C=C1)N=C(N3[C@H]3C[C@H](OCC3)C)CC(=O)NCCO 2-{8-chloro-1-[(2R,4R)-2-methyloxan-4-yl]-1H-imidazo[4,5-c]quinolin-2-yl}-N-(2-hydroxyethyl)acetamide